5-(1-cyclopropylethyl)-N-((R)-piperidin-3-yl)-7H-pyrrolo[2,3-d]pyrimidin-4-amine hydrochloride Cl.C1(CC1)C(C)C1=CNC=2N=CN=C(C21)N[C@H]2CNCCC2